BrC1=CC=C2C(=N1)N(C(=C2)C(=O)OCC)CCNC(=O)OC(C)(C)C Ethyl 6-bromo-1-(2-((tert-butoxycarbonyl) amino) ethyl)-1H-pyrrolo[2,3-b]pyridine-2-carboxylate